(2S,3S,4S,5S)-4-[[4-Cyclopropyl-3-(3,4-Difluoro-2-methoxy-phenyl)-5-methyl-5-(trifluoromethyl)tetrahydrofuran-2-carbonyl]amino]pyridin-2-carboxamid C1(CC1)[C@H]1[C@H]([C@H](O[C@@]1(C(F)(F)F)C)C(=O)NC1=CC(=NC=C1)C(=O)N)C1=C(C(=C(C=C1)F)F)OC